CC(C)(C#CC=1C=C2C(=NC1)N(C=N2)CC2=CC1=C(OC(CN1C)C1=CC=C(C=C1)C(F)(F)F)C=C2)N 2-methyl-4-(3-((4-methyl-2-(4-(trifluoromethyl)phenyl)-3,4-dihydro-2H-benzo[b][1,4]oxazin-6-yl)methyl)-3H-imidazo[4,5-b]pyridin-6-yl)but-3-yn-2-amine